N-[(6S)-2,4-dimethyl-5-oxo-7,8-dihydro-6H-pyrazolo[1,5-a][1,3]diazepin-6-yl]spiro[5H-furo[3,4-d]pyrimidine-7,1'-cyclopentane]-2-carboxamide CC1=NN2C(N(C([C@H](CC2)NC(=O)C=2N=CC3=C(N2)C2(CCCC2)OC3)=O)C)=C1